(Z)-2-(5-fluoro-1-(4-hydroxy-3,5-dimethoxybenzylidene)-2-methyl-1H-inden-3-yl)-N-(furan-2-ylmethyl)-2-((pyridin-4-ylmethyl)amino)acetamide FC=1C=C2C(=C(/C(/C2=CC1)=C/C1=CC(=C(C(=C1)OC)O)OC)C)C(C(=O)NCC=1OC=CC1)NCC1=CC=NC=C1